C1CCC2=C(C=CC=C12)C1=C(C=C2C(=N1)C(=NN2)C=2C=CC(=NC2)C2CN(CC2)C(C(=O)N)C)OC (3-(5-(5-(2,3-dihydro-1H-inden-4-yl)-6-methoxy-1H-pyrazolo[4,3-b]pyridin-3-yl)pyridin-2-yl)pyrrolidin-1-yl)propionamide